tert-butyl (2S,4S)-2-(((3R,5R)-1-(cyclopropanecarbonyl)-5-(methoxycarbonyl)pyrrolidin-3-yl)carbamoyl)-4-fluoropyrrolidine-1-carboxylate C1(CC1)C(=O)N1C[C@@H](C[C@@H]1C(=O)OC)NC(=O)[C@H]1N(C[C@H](C1)F)C(=O)OC(C)(C)C